C1(=CC=CC=C1)CS(=O)(=O)NC=1C=C(OC2=NC=CC=C2C2=NC(=NC=C2)N[C@@H]2CN(CCC2)C(=O)OC(C)(C)C)C=CC1 (S)-tert-Butyl 3-((4-(2-(3-(phenylmethylsulfonamido)phenoxy)pyridin-3-yl)pyrimidin-2-yl)amino)piperidine-1-carboxylate